CC(=O)NC1=CC=C(C=C1)O Acetamidophenol